ClC1=CC=C(C=N1)C1=CC=C2C=3C=CC=CC3C(C2=C1)(C)C 7-(6-chloropyridin-3-yl)-9,9-dimethyl-9H-fluoren